2-(pyridin-2-yl)-ethyl-(1-(6-amino-2-fluoro-9H-purin-9-yl)-2,2,2-trichloroethyl)-carbamate N1=C(C=CC=C1)CCN(C([O-])=O)C(C(Cl)(Cl)Cl)N1C2=NC(=NC(=C2N=C1)N)F